zinc-copper selenide [Cu]=[Se].[Zn]